C(C)C=1C(=CC=C2C=C(C=C(C12)C1=C(C=2N=C(N=C(C2C=N1)N1C[C@](CCC1)(C)O)OC[C@]12CCCN2C[C@@H](C1)O)F)O)F (2R,7aS)-7a-(((7-(8-ethyl-7-fluoro-3-hydroxynaphthalen-1-yl)-8-fluoro-4-((R)-3-hydroxy-3-methylpiperidin-1-yl)pyrido[4,3-d]pyrimidin-2-yl)oxy)methyl)hexahydro-1H-pyrrolizin-2-ol